N1(N=CC=C1)C1=CC=C(C=C1)[C@H](C)N1C2=NC(=NC=C2NC1=O)C1=C(C=CC=C1)C(C)C (S)-9-(1-(4-(1H-pyrazol-1-yl)phenyl)ethyl)-2-(2-isopropylphenyl)-7,9-dihydro-8H-purin-8-one